OCCN(C(C(=C)C)=O)CCO N,N-bis-(2-hydroxyethyl)methacrylamide